(R)-5-(hydroxymethyl)-2-pyrrolidone p-toluenesulfonate CC1=CC=C(C=C1)S(=O)(=O)O.OC[C@H]1CCC(N1)=O